(E)-2-phenylbut-2-enal C1(=CC=CC=C1)/C(/C=O)=C\C